C(C)(C)(C)[C@]12N(C[C@@H](N(C1)C1=NC(=NC3=C(C(=C(C=C13)C(F)(F)F)Br)F)OC[C@H](C)OC)C2)C(=O)O.N2C(=NC1=C2C=CC=C1)C[C@H](N)C(=O)O 3-(1H-benzimidazol-2-yl)alanine tert-butyl-(1S,4S)-5-(7-bromo-8-fluoro-2-((S)-2-methoxypropoxy)-6-(trifluoromethyl)quinazolin-4-yl)-2,5-diazabicyclo[2.2.1]heptane-2-carboxylate